4-(3-Phenyl-pyrazol-1-yl)-1H-pyrrolo[2,3-b]pyridine C1(=CC=CC=C1)C1=NN(C=C1)C1=C2C(=NC=C1)NC=C2